FC(C1=CC=CC(=N1)C(=O)NC1=CC2=CNN=C2C=C1C(=O)O)(F)F 5-(6-(trifluoromethyl)picolinamido)-2H-indazole-6-carboxylic acid